C1(=CC(=CC=C1)CN=C=O)CN=C=O M-xylylene isocyanate